BrC1(CCC1)C(=O)OCC ethyl 1-bromocyclobutane-1-carboxylate